COC1=CC=C2CC(COC2=C1S(=O)(=O)N)(C)C 7-methoxy-3,3-dimethylchromane-8-sulfonamide